3-(tert-butoxy)-3-oxopropane-1-sulfinic acid C(C)(C)(C)OC(CCS(=O)O)=O